tert-butyl N-(2-cyanoallyl)-N-[7-[2-[[(2S,4R)-1,2-dimethyl-4-piperidyl] carbamoyl]thiazol-4-yl]-2-methoxy-1-naphthyl]carbamate C(#N)C(CN(C(OC(C)(C)C)=O)C1=C(C=CC2=CC=C(C=C12)C=1N=C(SC1)C(N[C@H]1C[C@@H](N(CC1)C)C)=O)OC)=C